2-(4-Acetylphenyl)furan C(C)(=O)C1=CC=C(C=C1)C=1OC=CC1